tert-Butyl 5-chloro-6-(trifluoromethylsulfonyloxy)-3,4-dihydro-1H-isoquinoline-2-carboxylate ClC1=C2CCN(CC2=CC=C1OS(=O)(=O)C(F)(F)F)C(=O)OC(C)(C)C